ClC=1C=C(C=CC1)NC=1C=C(C=C(C1)C1=CC=CC=C1)C1=CC=CC=C1 N-(3-chlorophenyl)-[1,1':3',1''-terphenyl]-5'-amine